ClC1=C(N=C(C=2N1N=C(N2)C)C=2OC(=CC2)C)N 5-chloro-2-methyl-8-(5-methylfuran-2-yl)-[1,2,4]triazolo[1,5-a]pyrazin-6-amine